FC(C=1C=C(C=C(C1)C(F)(F)F)C=1C(=NN(C1C(=O)N(C)CCO)C=1SC(=C(N1)C1=CC(=C(C=C1)Cl)Cl)SC(C)C)C)(F)F 4-(3,5-bis(trifluoromethyl)phenyl)-1-(4-(3,4-dichlorophenyl)-5-(isopropylsulfanyl)thiazol-2-yl)-N-(2-hydroxyethyl)-N,3-dimethyl-1H-pyrazole-5-carboxamide